rac-(3R,4R)-4-amino-3-methyl-piperidine-1,3-dicarboxylic acid 1-tert-butyl ester 3-methyl ester COC(=O)[C@@]1(CN(CC[C@H]1N)C(=O)OC(C)(C)C)C |r|